2-(1-Benzylpiperidin-4-yl)-5-phenylpyridazin-3(2H)-one hydrochloride Cl.C(C1=CC=CC=C1)N1CCC(CC1)N1N=CC(=CC1=O)C1=CC=CC=C1